C1CC12OCC(C2)OC2=NN=C(S2)N 5-((4-oxaspiro(2.4)heptan-6-yl)oxy)-1,3,4-thiadiazol-2-amine